8-bromo-5-(bromomethyl)quinolin-2-ol BrC=1C=CC(=C2C=CC(=NC12)O)CBr